1,1-Dimethylethyl {(3R)-1-[(2-{1-[(4-chlorophenyl)methyl]-1H-indol-2-yl}-1-methyl-1H-benzimidazol-5-yl)carbonyl]-3-piperidinyl}carbamate ClC1=CC=C(C=C1)CN1C(=CC2=CC=CC=C12)C1=NC2=C(N1C)C=CC(=C2)C(=O)N2C[C@@H](CCC2)NC(OC(C)(C)C)=O